CNC1=C(C(=NC(=C1)C)C)N N4,2,6-trimethylpyridine-3,4-diamine